CN1N=C2C=CC=C(C2=C1)C1=NN(C2=C(C=CC=C12)C)C=1C=CC(=NC1)N1[C@@H]2C[C@H]([C@H](C1)CC2)C(=O)O (1S,4R,5R)-2-(5-{2',7-dimethyl-1H,2'H-[3,4'-biindazol]-1-yl}pyridin-2-yl)-2-azabicyclo[2.2.2]octane-5-carboxylic acid